O=C1C2CN(C(C1)CC2)C(=O)N2CC1=C(C=C(C=C1CC2)C=2C=C1C(=NC2)NC=C1C)[C@H]1NCCOC1 (2-oxo-5-azabicyclo[2.2.2]oct-5-yl)(6-(3-methyl-1H-pyrrolo[2,3-b]pyridin-5-yl)-8-((R)-morpholin-3-yl)-3,4-dihydroisoquinolin-2(1H)-yl)methanone